6-(4-((2-(1,4-diazepan-1-yl)-5-oxo-5,6-dihydropyrimido[4,5-d]pyridazin-4-yl)amino)phenyl)-6-azaspiro[2.5]octane-1-carboxylic acid N1(CCNCCC1)C=1N=C(C2=C(C=NNC2=O)N1)NC1=CC=C(C=C1)N1CCC2(CC2C(=O)O)CC1